4-((3'R,4'S,5'R)-6''-chloro-4'-(3-chloro-2-fluorophenyl)-1'-methyl-2''-oxodispiro-[cyclohexane-1,2'-pyrrolidine-3',3''-indoline]-5'-carboxamido)bicyclo[2.2.2]octane-1-carboxylic acid ClC1=CC=C2[C@@]3(C(NC2=C1)=O)C1(N([C@H]([C@@H]3C3=C(C(=CC=C3)Cl)F)C(=O)NC32CCC(CC3)(CC2)C(=O)O)C)CCCCC1